tetracyclo[6.2.1.13,6.02,7]dodec-9-ene-4,5-dicarboxylic acid imide C12C3C4C(C(C(C3C(C=C1)C2)C4)C(=O)O)C(O)=N